N-((S)-1-(((R)-1-((5R,7R)-5,7-dimethyl-4,8-dioxo-1,3,6,2-dioxathiaborocan-2-yl)-3-methylbutyl)amino)-1-oxo-3-phenylpropan-2-yl)pyrazine-2-carboxamide C[C@@H]1C(OB(OC([C@H](S1)C)=O)[C@H](CC(C)C)NC([C@H](CC1=CC=CC=C1)NC(=O)C1=NC=CN=C1)=O)=O